OC=1C=NN(C1)C(=O)OC(C)(C)C tert-butyl 4-hydroxy-1H-pyrazole-1-carboxylate